CN(C(=O)[C@@H]1C[C@H]([C@H](CC1)N=[N+]=[N-])N)C (1S,3R,4S)-N,N-dimethyl-3-amino-4-azido-cyclohexanecarboxamide